C(C1=CC=CC=C1)N1C(CCC1)C=1C(=NN(C1)C)OC (1-benzylpyrrolidin-2-yl)-3-methoxy-1-methyl-1H-pyrazole